N-(3-chloro-5-(methylsulfonylamino)phenyl)-5-(5-(3,3-difluoroazetidin-1-yl)-3-fluoropyridin-2-yl)-1-methyl-1H-pyrrole-3-carboxamide ClC=1C=C(C=C(C1)NS(=O)(=O)C)NC(=O)C1=CN(C(=C1)C1=NC=C(C=C1F)N1CC(C1)(F)F)C